S1C=NC2=C1C(=CC=C2)CCC[C@@H]2C[C@@H]1N(CCN(C1)C1=C(C=NC=C1)F)C2=O (7R,8aS)-7-(3-(benzo[d]thiazol-7-yl)propyl)-2-(3-fluoropyridin-4-yl)hexahydropyrrolo[1,2-a]pyrazin-6(2H)-one